1-((1-(2-methoxyethyl)cycloheptyl)methyl)-1H-pyrazole COCCC1(CCCCCC1)CN1N=CC=C1